S1C2=C(C=C1)C=C(C=C2)CNC(=O)[C@H]2CN(CCC2)C=2C=1C(N=CN2)=NN(C1)C1=CC=C(C=C1)C(F)(F)F (R)-N-(benzo[b]thiophen-5-ylmethyl)-1-(2-(4-(trifluoromethyl)phenyl)-2H-pyrazolo[3,4-d]pyrimidin-4-yl)piperidine-3-carboxamide